COC1=NC(=CC=C1[C@@H]1[C@H](O[C@@]([C@@H]1C)(C(F)(F)F)C)C(=O)NC1=CC(=NC=C1)C(=O)N)C(F)(F)F |o1:8,9,11,12| rel-(2S,3R,4R,5S)-4-[[3-[2-methoxy-6-(trifluoromethyl)-3-pyridyl]-4,5-dimethyl-5-(trifluoromethyl)tetrahydrofuran-2-carbonyl]amino]pyridine-2-carboxamide